ClC=1C(=C(C(=C(C1)C(Cl)(Cl)Cl)C)C1=NOCC1)S(=O)(=O)C 3-(3-chloro-6-methyl-2-(methylsulfonyl)-5-(trichloromethyl)phenyl)-4,5-dihydroisoxazole